3-(2-(bis(methyl-d3)amino) ethyl)-1H-indol-4-yl (S)-3-(aminometh-yl)-5-methyl-hexanoate NC[C@H](CC(=O)OC1=C2C(=CNC2=CC=C1)CCN(C([2H])([2H])[2H])C([2H])([2H])[2H])CC(C)C